2-{3-[(2R,6S)-2,6-Dimethylmorpholin-4-carbonyl]-5,6-dihydrocyclopenta[c]pyrazol-1(4H)-yl}-1-[4-(3,4-dimethylphenoxy)piperidin-1-yl]ethan-1-on C[C@@H]1CN(C[C@@H](O1)C)C(=O)C=1C2=C(N(N1)CC(=O)N1CCC(CC1)OC1=CC(=C(C=C1)C)C)CCC2